BrC1=CN=C(C2=CN=C(C=C12)OC)NCC1=C(C=CC2=C1CCO2)F 4-bromo-N-[(5-fluoro-2,3-dihydrobenzofuran-4-yl)methyl]-6-methoxy-2,7-naphthyridin-1-amine